(S)-2-((6-((5-chloro-2-fluorobenzyl)oxy)-3',6'-dihydro-[2,4'-bipyridin]-1'(2'H)-yl)methyl)-1-(oxetan-2-ylmethyl)-1H-benzo[d]imidazole-6-carboxylic acid ClC=1C=CC(=C(COC2=CC=CC(=N2)C=2CCN(CC2)CC2=NC3=C(N2C[C@H]2OCC2)C=C(C=C3)C(=O)O)C1)F